(1R,3R,4R)-2-(4,7-difluoro-1H-indole-2-carbonyl)-5,5-difluoro-N-((R,Z)-4-fluoro-4-(methylsulfonyl)-1-((R)-2-oxopyrrolidin-3-yl)but-3-en-2-yl)-2-azabicyclo[2.2.2]octane-3-carboxamide FC1=C2C=C(NC2=C(C=C1)F)C(=O)N1[C@H]2CC([C@@H]([C@@H]1C(=O)N[C@H](C[C@@H]1C(NCC1)=O)\C=C(/S(=O)(=O)C)\F)CC2)(F)F